C1(CC(C(CC1)C(C)C)OC(CCC(=O)O)=O)C butanedioic acid monomenthyl ester